N-(cis-3-isopropylcyclohexylformyl)-D-phenylalanine C(C)(C)[C@H]1C[C@H](CCC1)C(=O)N[C@H](CC1=CC=CC=C1)C(=O)O